((6-(2,2-Dimethylpyrrolidin-1-yl)-1-oxo-2-(6-(4-phenyl-4H-1,2,4-triazol-3-yl)pyridin-2-yl)-2,3-dihydro-1H-pyrrolo[3,4-c]pyridin-4-yl)methyl)tert-butyl carbamate C(N)(OC(CCC1=NC(=CC2=C1CN(C2=O)C2=NC(=CC=C2)C2=NN=CN2C2=CC=CC=C2)N2C(CCC2)(C)C)(C)C)=O